ClC=1C=C(C=C(C1)F)C1N(CC(CC1)C)C(C(=O)NC=1C=NC=C(C(=O)N)C1)=O 5-(2-(2-(3-chloro-5-Fluorophenyl)-5-methylpiperidin-1-yl)-2-oxoacetamido)Nicotinamide